7-[(2R,4R)-2-[[(3-chloropyridin-2-yl)oxy]methyl]-4-(pyridin-3-yl)pyrrolidin-1-yl]-1-[6-[3-(dimethylamino)azetidin-1-yl]pyridin-3-yl]-6-fluoro-4-oxoquinoline-3-carboxylic acid ClC=1C(=NC=CC1)OC[C@@H]1N(C[C@H](C1)C=1C=NC=CC1)C1=C(C=C2C(C(=CN(C2=C1)C=1C=NC(=CC1)N1CC(C1)N(C)C)C(=O)O)=O)F